[Na].FC(C=1C=C(C=CC1)O)(F)F m-trifluoromethyl-phenol sodium salt